FC1=CC=C(C=C1)NS(=O)(=O)C1=CC(=C(C=C1)C)C(=O)N1CCC2=CC=CC=C12 N-(4-fluorophenyl)-3-(indoline-1-carbonyl)-4-methylbenzenesulfonamide